2-[2-(1,3-dioxolan-2-yl)ethyl]-4-isopropyl-cyclohexanone O1C(OCC1)CCC1C(CCC(C1)C(C)C)=O